3,3-dimethyl-5-(4,4,5,5-tetramethyl-1,3,2-dioxaborolan-2-yl)isoindolin-1-one CC1(NC(C2=CC=C(C=C12)B1OC(C(O1)(C)C)(C)C)=O)C